1-allyl-2,3-dimethoxybenzene C(C=C)C1=C(C(=CC=C1)OC)OC